S(=O)(=O)(C=1N=C(NC1)C)C=1N=C(NC1)C sulfonylbis(2-methylimidazole)